NC1=NC(=CC(=N1)N1CC(C1)N(C(OC(C)(C)C)=O)C)Cl tert-butyl (1-(2-amino-6-chloropyrimidin-4-yl)azetidin-3-yl)(methyl)carbamate